OCCOC1=CC=C(C=C1)S(=O)(=O)C1(CC1)C(=O)OC methyl 1-[4-(2-hydroxyethoxy)benzenesulfonyl]cyclopropane-1-carboxylate